C(C1=CC=CC=C1)C1(CC2C(CN(C2)C[C@@H](O)C2=CC(=C(C=C2)O)F)C1)O 5-benzyl-2-((S)-2-(3-fluoro-4-hydroxyphenyl)-2-hydroxyethyl)octahydrocyclopenta[c]pyrrol-5-ol